C1(CC1)C1=CC=C(C=C1)N1C(SC=C1C=1C=C(C(=O)NCCCCC2=CC=CC=C2)C=CC1)=O 3-(3-(4-cyclopropylphenyl)-4-thiazolinonyl)-N-(4-phenylbutyl)benzamide